N(=[N+]=[N-])C[C@H]1CC(=NO1)C1=CC(=C(C(=C1)F)Br)F (5R)-5-(azidomethyl)-3-(4-bromo-3,5-difluorophenyl)-4,5-dihydro-1,2-oxazole